3-[(6R,8aS)-2-(2-cyano-4-fluorophenyl)-6-ethyl-3-oxo-5,6,8,8a-tetrahydro-1H-imidazo[1,5-a]pyrazin-7-yl]-6-(2-ethoxypyridin-3-yl)-N-[(3R)-5-oxopyrrolidin-3-yl]pyridine-2-carboxamide C(#N)C1=C(C=CC(=C1)F)N1C(N2[C@@H](CN([C@@H](C2)CC)C=2C(=NC(=CC2)C=2C(=NC=CC2)OCC)C(=O)N[C@H]2CNC(C2)=O)C1)=O